NC1=NC=CC(=C1)C=1OC=C(N1)C(=O)NC=1C(=CC2=C(N(C(=N2)CCC(C(=O)OC)(C)C)C)C1)OCC methyl 4-(6-(2-(2-aminopyridin-4-yl) oxazole-4-carboxamido)-5-ethoxy-1-methyl-1H-benzo[d]imidazol-2-yl)-2,2-dimethylbutyrate